7-(3-(4-fluorophenyl)-1H-pyrazol-4-yl)-2-phenyloxazolo[5,4-d]pyrimidine FC1=CC=C(C=C1)C1=NNC=C1C=1C2=C(N=CN1)OC(=N2)C2=CC=CC=C2